N1(CCC12CCC2)CC#N 2-(1-azaspiro[3.3]heptan-1-yl)acetonitrile